OC=1NC2=CC=CC=C2C1N=NC(=S)NC1=CC=CC=C1 1-[(2-hydroxy-1H-indol-3-yl)imino]-3-phenylthiourea